O[C@H](C(=O)O)C1=CC=CC=C1.N1C=NC(=C1)C(=O)N 1H-imidazole-4-carboxamide (S)-2-hydroxy-2-phenylacetic acid Salt